N(=[N+]=[N-])[C@](C)(CC)C1=CN=C(C2=CN=C(C=C12)Cl)O[C@@H](C)CC(C)(SC)C 4-((R)-2-azidobutan-2-yl)-6-chloro-1-(((S)-4-methyl-4-(methylthio)pentan-2-yl)oxy)-2,7-naphthyridine